5-(2-((2-(diethylamino)ethyl)amino)-2-oxoacetyl)-N-(4-fluoro-3-methylphenyl)-1,2,4-trimethyl-1H-pyrrole-3-carboxamide C(C)N(CCNC(C(=O)C1=C(C(=C(N1C)C)C(=O)NC1=CC(=C(C=C1)F)C)C)=O)CC